ClC=1C(N(C(=CC1OC([2H])([2H])C1=NC=C(C=C1F)F)C)C1=CC(=NC=C1C)C=1N=C(SC1)C(C(=O)N)(C)C)=O (S)-2-(4-(3-chloro-4-((3,5-difluoropyridin-2-yl)methoxy-d2)-5',6-dimethyl-2-oxo-2H-[1,4'-bipyridin]-2'-yl)thiazol-2-yl)-2-methylpropanamide